ClC=1C=C(C=C(C1Cl)Cl)N1C2=CC=CC=C2C=2C3=C(C=CC12)C1=C(O3)C=CC=C1 5-(3,4,5-trichlorophenyl)-5H-benzofuro[3,2-c]Carbazole